2,5-dimethyl-2,5-bis(tert-butyloxy)hexane CC(C)(CCC(C)(OC(C)(C)C)C)OC(C)(C)C